CC([C@H](C(=O)O)CNC)C (S)-3-methyl-2-((methylamino)methyl)butanoic acid